NC=1C=CC(=C2CN(C(C12)=O)CC(C#N)=C)C=1C=C2C(=NNC2=CC1)C1=CC(=CC=C1)F 2-({7-amino-4-[3-(3-fluorophenyl)-1H-indazol-5-yl]-1-oxo-2,3-dihydro-1H-isoindol-2-yl}methyl)prop-2-enenitrile